BrCC1=C(C=C(C=C1)Cl)C(F)(F)F 1-(bromomethyl)-4-chloro-2-(trifluoromethyl)benzene